C1(CC1)C1=C(C(=NO1)C1=C(C=CC=C1Cl)Cl)CO[C@H]1[C@@H]2CN([C@H](C1)C2)C2=C(C=C(C=C2)CCC=2N=NNN2)F (1S,4S,5R)-5-{[5-cyclopropyl-3-(2,6-dichlorophenyl)-1,2-oxazol-4-yl]methoxy}-2-{2-fluoro-4-[2-(2H-1,2,3,4-tetrazol-5-yl)ethyl]phenyl}-2-azabicyclo[2.2.1]heptane